4-(3-(4-Chlorophenyl)-5-(quinoxalin-6-yl)-4,5-dihydro-1H-pyrazol-1-yl)-4-oxobutanamide ClC1=CC=C(C=C1)C1=NN(C(C1)C=1C=C2N=CC=NC2=CC1)C(CCC(=O)N)=O